tert-Butyl 4-(((2-chloropyridin-3-yl)sulfonyl)difluoromethyl)piperidine-1-carboxylate ClC1=NC=CC=C1S(=O)(=O)C(C1CCN(CC1)C(=O)OC(C)(C)C)(F)F